methyl 1,4-dioxaspiro[4.5]decane-2-carboxylate O1C(COC12CCCCC2)C(=O)OC